F[P-](F)(F)(F)(F)F.C(C)(C)(C)C1=CC(=NC=C1)C1=NC=CC(=C1)C(C)(C)C 4-tert-butyl-2-(4-tert-butyl-2-pyridyl)pyridine hexafluorophosphate